C1(CCCC1)C1=NN(C(=C1C1CC1)NC(OC1CSC1)=O)C thietan-3-yl (3-cyclopentyl-4-cyclopropyl-1-methyl-1H-pyrazol-5-yl)carbamate